4-hydroxy-N-((1R,2R)-2-(3-phenylpropyl)cyclopropyl)cyclohexane-1-carboxamide OC1CCC(CC1)C(=O)N[C@H]1[C@@H](C1)CCCC1=CC=CC=C1